C(C)(=O)N1CCN(CC1)C=1C=C2C(=CC1)C(N(CC21CC1)C[C@@H](CN1CC2=CC=CC=C2CC1)O)=O 6-(4-acetylpiperazin-1-yl)-2-[(2R)-3-(3,4-dihydro-1H-isoquinolin-2-yl)-2-hydroxy-propyl]spiro[3H-isoquinolin-4,1'-cyclopropane]-1-one